4-(1-fluoroethyl)-2-methylthiazole-5-carbonyl chloride FC(C)C=1N=C(SC1C(=O)Cl)C